CC(C)(C)C=1C=C(C=C(C1)C(C)(C)C)CCC(=O)[O-] 3,5-bis(1,1-dimethyl-ethyl)benzenepropanoate